(Z)-(4-(4-bromo-6-(trifluoromethyl)-1H-benzo[d][1,2,3]triazol-1-yl)-3-fluoro-but-2-en-1-yl)carbamic acid tert-butyl ester C(C)(C)(C)OC(NC\C=C(\CN1N=NC2=C1C=C(C=C2Br)C(F)(F)F)/F)=O